FC=1C(=NC=C(C=O)C1)OC 5-fluoro-6-methoxynicotinaldehyde